N1(CC=CC=C1)C1=C(C=CC(=C1)OC)S(=O)(=O)Cl Pyridin-1-yl-4-methoxybenzenesulfonyl chloride